CC(C)C=1SC(=CC1NC(NS(N(C=1C=NN(C1)C)C[C@H]1N(C[C@@H](C1)F)C)(=O)=O)=O)C(C)C 3-[2,5-Bis(propan-2-yl)thiophen-3-yl]-1-({[(2S,4R)-4-fluoro-1-methylpyrrolidin-2-yl]methyl}(1-methyl-1H-pyrazol-4-yl)sulfamoyl)urea